(R)-3-hydroxybutyric acid methyl ester COC(C[C@@H](C)O)=O